2-[1-[(2S)-2-(2-chlorophenyl)-2-(oxacyclohex-4-yloxy)ethyl]-5-methyl-6-(1,3-oxazol-2-yl)-2,4-dioxo-1H,2H,3H,4H-thieno[2,3-d]pyrimidin-3-yl]-2-methylpropionic acid ClC1=C(C=CC=C1)[C@@H](CN1C(N(C(C2=C1SC(=C2C)C=2OC=CN2)=O)C(C(=O)O)(C)C)=O)OC2CCOCC2